NC1=C2N(C(N(C2=NC(=N1)NC1=C(C(=O)N(C)C)C=CC=C1F)C(C)C)=O)C=1C=C2C=CNC2=CC1 [(6-amino-7-(1H-indole-5-yl)-9-isopropyl-8-oxo-8,9-dihydro-7H-purine-2-yl)amino]-3-fluoro-N,N-dimethylbenzamide